[N-]=C=O.[N-]=C=O.[N-]=C=O.CC1=CC=CC=C1 toluene Triisocyanate